N1(N=CN=C1)CCCN(CCC[Si](OC)(OC)OC)CCC[Si](OC)(OC)OC N-(3-(1H-1,2,4-Triazol-1-yl)propyl)-3-(trimethoxysilyl)-N-(3-(trimethoxysilyl)propyl)propan-1-amine